(S)-3,3,3-trifluoro-2-hydroxy-2-methyl-1-(6-(3-methyl-1H-pyrrolo[2,3-b]pyridin-5-yl)-8-((S)-pyrrolidin-2-yl)-3,4-dihydroisoquinolin-2(1H)-yl)propan-1-one FC([C@@](C(=O)N1CC2=C(C=C(C=C2CC1)C=1C=C2C(=NC1)NC=C2C)[C@H]2NCCC2)(C)O)(F)F